3-[[2-[(1-hydroxy-3H-2,1-benzoxaborole-5-yl)amino]-5-methyl-pyrimidin-4-yl]amino]pentane-1,5-diol hydrochloride Cl.OB1OCC2=C1C=CC(=C2)NC2=NC=C(C(=N2)NC(CCO)CCO)C